CNC=1C=C(C=CC1)N N-[3-(methylamino)phenyl]amine